COCCOC=1C=C(C=CC1)CN [3-(2-methoxyethoxy)phenyl]methanamine